ClC1=C(C=C2C(=C(N(C2=C1C#N)C)C1=NNC(=N1)CCO)N1C=NC=C1)OC 6-chloro-2-(5-(2-hydroxyethyl)-1H-1,2,4-triazol-3-yl)-3-(1H-imidazol-1-yl)-5-methoxy-1-methyl-1H-indole-7-carbonitrile